CC1=NNC(=C1)C=1N=CN(C1)C 3-methyl-5-(1-methyl-1H-imidazol-4-yl)-1H-pyrazole